C(CCC)OC(=O)C1=CC=2C(=NNN2)C=C1 5-butoxycarbonyl-2H-benzotriazole